BrC1=CC2=C(OC(O2)([2H])[2H])C=C1 5-bromo-2,2-dideutero-1,3-benzodioxole